C1=CC=CC=2N(CC3=C(C#CC21)C=CC=C3)C(CCC(=O)N[C@H](C(NCCOCCOCCOCCOCCOCCOCCOC)=O)CC(=O)O)=O (25S)-25-{[4-(11,12-didehydrodibenzo[b,f]azocin-5(6H)-yl)-4-oxobutanoyl]amino}-24-oxo-2,5,8,11,14,17,20-heptaoxa-23-azaheptacosan-27-ic acid